4,4'-di-tert-butylbiphenyl lithium [Li].C(C)(C)(C)C1=CC=C(C=C1)C1=CC=C(C=C1)C(C)(C)C